3-[[4-[3-ethyl-5-isopropoxy-2-(2H-tetrazol-5-yl)phenyl]piperazin-1-yl]methyl]pyridazine C(C)C=1C(=C(C=C(C1)OC(C)C)N1CCN(CC1)CC=1N=NC=CC1)C=1N=NNN1